FC1(CN(CCC1)C1=NC(=CC(=N1)C=1C=NN(C1)C1=C(C=C(N)C=C1)N1CCC2(CC2)CC1)C)F 4-(4-(2-(3,3-difluoropiperidin-1-yl)-6-methylpyrimidin-4-yl)-1H-pyrazol-1-yl)-3-(6-azaspiro[2.5]octan-6-yl)aniline